Propyl-2,4'-difluoro-[1,1'-biphenyl]-4-carboxamide C(CC)C=1C(=C(C=CC1C(=O)N)C1=CC=C(C=C1)F)F